C(CCCCCCCCCCCCCCCCCCCCCC(=O)N)CCCCCCCCCCCCCCCCCCCCCC(=O)N methylenebisbehenic acid amide